COC1=C(CNC2=NC3=C(C=CC=C3C(=N2)NNC(CC(C)(C)O)=O)OC)C=CC(=C1)OC N'-(2-((2,4-dimethoxybenzyl)amino)-8-methoxyquinazolin-4-yl)-3-hydroxy-3-methylbutanehydrazide